5-fluoro-6-(piperidin-1-yl)pyridin-3-amine FC=1C=C(C=NC1N1CCCCC1)N